O=C1NC(CCC1N1C(C2=CC=C(C=C2C1)CNC(/C(/CC1=CC=C(C=C1)C)=N/OC)=O)=O)=O (E)-N-((2-(2,6-dioxopiperidin-3-yl)-1-oxoisoindolin-5-yl)methyl)-2-(methoxyimino)-3-(p-tolyl)propanamide